(1S,2S)-N-(6-(5-chloro-6-fluoro-7-(prop-2-yn-1-ylamino)-1H-indazol-4-yl)imidazo[1,2-a]pyrazin-2-yl)-2-fluorocyclopropane-1-carboxamide ClC=1C(=C2C=NNC2=C(C1F)NCC#C)C=1N=CC=2N(C1)C=C(N2)NC(=O)[C@H]2[C@H](C2)F